tert-butyl 2-((3-amino-2-oxopyridin-1(2H)-yl) methyl)-5-fluoro-1H-indole-1-carboxylate NC=1C(N(C=CC1)CC=1N(C2=CC=C(C=C2C1)F)C(=O)OC(C)(C)C)=O